2,4,6-trimethyl-5-(3-formylpropyl)benzotriazole tert-Butyl-N-[5-(1-aminoethyl)-1-(5-chloro-2-pyridyl)-1,2,4-triazol-3-yl]carbamate C(C)(C)(C)OC(NC1=NN(C(=N1)C(C)N)C1=NC=C(C=C1)Cl)=O.CN1N=C2C(=N1)C=C(C(=C2C)CCCC=O)C